C(#N)C1=CC(CC(C1=O)(C)C)(C)N(C(C1=C(C=CC=C1)F)=O)C N-(3-cyano-1,5,5-trimethyl-4-oxocyclohex-2-en-1-yl)-2-fluoro-N-methylbenzamide